2-phenyl-3,4-dihydro-isoquinoline C1(=CC=CC=C1)N1CC2=CC=CC=C2CC1